1-(3-bromophenoxy)Propan-2-one BrC=1C=C(OCC(C)=O)C=CC1